(2S)-2-amino-N,N,3-trimethylbutanamide Hydrochloride Cl.N[C@H](C(=O)N(C)C)C(C)C